1-cyano-3-(4-cyano-7-(4-isopropylphenyl)-2,3-dihydrobenzofuran-5-yl)-1-methylurea C(#N)N(C(=O)NC=1C=C(C2=C(CCO2)C1C#N)C1=CC=C(C=C1)C(C)C)C